N1N=CC2=CC(=CC=C12)C(CC)N1N=CC(=C1)C(=O)N1C[C@@]2(CCC1)C1=C(NC(O2)=O)C=CC(=C1F)Cl (4R)-1'-(1-(1-(1H-Indazol-5-yl)propyl)-1H-pyrazole-4-carbonyl)-6-chloro-5-fluorospiro[benzo[d][1,3]oxazine-4,3'-piperidin]-2(1H)-one